Cl.N[C@H](C(=O)OCC(CC)CC)C 2-ethylbutyl (2S)-2-aminopropionate hydrochloride